(R)-3-(3-chloro-4-fluorophenyl)-1-isobutyl-1-(2-oxo-4-(trifluoromethyl)-1,2,5,6,7,8-hexahydroquinolin-5-yl)urea ClC=1C=C(C=CC1F)NC(N([C@H]1C=2C(=CC(NC2CCC1)=O)C(F)(F)F)CC(C)C)=O